(cis-3-amino-cyclobutyl)-[(3S)-3-(3,5-difluorophenyl)isoxazolidin-2-yl]methanone N[C@H]1C[C@H](C1)C(=O)N1OCC[C@H]1C1=CC(=CC(=C1)F)F